FC1=C(CN2C(C(=CC=3C2=NC=CN3)C3CCNCC3)=O)C=CC=C1 5-(2-fluorobenzyl)-7-(piperidin-4-yl)pyrido[2,3-b]pyrazin-6(5H)-one